2-[(4-chloro-3-fluoro-phenyl)methyl]-6-{[2-(1-methylpyrazol-4-yl)-4-pyridyl]oxy}-3H-quinazolin-4-one ClC1=C(C=C(C=C1)CC1=NC2=CC=C(C=C2C(N1)=O)OC1=CC(=NC=C1)C=1C=NN(C1)C)F